O1C2=C(OCC1)C=C(C=C2)C2=C1C=CN(C1=CC=C2)C2=CC(=C(CN[C@H](C(=O)O)CO)C(=C2)OC)OC (S)-2-((4-(4-(2,3-dihydrobenzo[b][1,4]dioxin-6-yl)-1H-indol-1-yl)-2,6-dimethoxybenzyl)amino)-3-hydroxypropanoic acid